tert-Butyl N-[(1R,2S,3S,5S)-8-{3-[5-chloro-3-(dimethylamino)quinoxalin-6-yl]-5-methyl-1-(oxan-2-yl)-1H-pyrazolo[3,4-b]pyrazin-6-yl}-2-fluoro-8-azabicyclo[3.2.1]octan-3-yl]carbamate ClC1=C2N=C(C=NC2=CC=C1C1=NN(C2=NC(=C(N=C21)C)N2[C@H]1[C@H]([C@H](C[C@@H]2CC1)NC(OC(C)(C)C)=O)F)C1OCCCC1)N(C)C